5-methyl-2-((4-(naphthalen-1-yloxy)butanoyl)glycyl)-2-azabicyclo[3.1.0]hexane-3-carboxamide CC12CC(N(C2C1)C(CNC(CCCOC1=CC=CC2=CC=CC=C12)=O)=O)C(=O)N